BrC=1C(=NC(=NC1)Cl)NC1(CCCCC1)O ((5-bromo-2-chloropyrimidin-4-yl)amino)cyclohexanol